COC1=C(C=CC=C1)[C@H](C)NC(=O)C1=C(OC=2N=CN=C(C21)NC2(CC2)C)C N-[(1S)-1-(2-methoxyphenyl)ethyl]-6-methyl-4-[(1-methylcyclopropyl)amino]furo[2,3-d]pyrimidine-5-carboxamide